diethyl 2,6-dimethyl-4-(4-methylbenzyl)-1,4-dihydropyridine-3,5-dicarboxylate CC=1NC(=C(C(C1C(=O)OCC)CC1=CC=C(C=C1)C)C(=O)OCC)C